3-(cyclobutylmethyl)-6-(3,5-dimethyl-4H-1,2,4-triazol-4-yl)-1H-pyrrolo[3,2-b]pyridine C1(CCC1)CC1=CNC=2C1=NC=C(C2)N2C(=NN=C2C)C